COC1=NC(=NC(=C1CN1C=NC(=C(C1=O)OC=1C=C(C#N)C=C(C1)C)C(C(F)(F)F)(F)F)C)C 3-((1-((4-methoxy-2,6-dimethylpyrimidin-5-yl)methyl)-6-oxo-4-(perfluoroethyl)-1,6-dihydropyrimidin-5-yl)oxy)-5-methylbenzonitrile